C(C)(C)(C)OC(=O)N1C[C@](CC1)(C)CO (R)-3-hydroxymethyl-3-methyl-pyrrolidine-1-carboxylic acid tert-butyl ester